ethyl (1R,2R,4R)-2-acetamido-2-(tert-butylcarbamoyl)-4-vinylcyclohexane-1-carboxylate C(C)(=O)N[C@]1([C@@H](CC[C@H](C1)C=C)C(=O)OCC)C(NC(C)(C)C)=O